CC1=CC=C(C=C1)S(=O)(=O)O.CC1=CC=C(C=C1)S(=O)(=O)O.C1(CC1)C1=NN(C=N1)C1CC2(CNC2)C1 6-(3-cyclopropyl-1H-1,2,4-triazol-1-yl)-2-azaspiro[3.3]Heptane bis(4-methylbenzenesulfonate)